methyl (S)-2-isocyanato-3-t-butoxypropionate N(=C=O)[C@H](C(=O)OC)COC(C)(C)C